1-((2R,3R,4S,5R)-4-(ethoxymethoxy)-3-hydroxy-5-methyltetrahydrofuran-2-yl)-5-fluoropyrimidine-2,4(1H,3H)-dione C(C)OCO[C@H]1[C@H]([C@@H](O[C@@H]1C)N1C(NC(C(=C1)F)=O)=O)O